1,1-bis(4-hydroxy-3,5-dimethylphenyl)ethane OC1=C(C=C(C=C1C)C(C)C1=CC(=C(C(=C1)C)O)C)C